(1S,3R,5S)-2-Cyclobutanecarbonyl-3-methyl-1-({2,3',5'-trifluoro-[1,1'-biphenyl]-3-yl}methyl)-9-oxa-2,6-diazaspiro[4.5]decan-7-one C1(CCC1)C(=O)N1[C@H]([C@]2(C[C@H]1C)NC(COC2)=O)CC=2C(=C(C=CC2)C2=CC(=CC(=C2)F)F)F